C1(CCC1)C=1N(C(C2=C(NC3=CN=CC=C3C2=O)N1)=O)C1=CC=CC=C1 2-cyclobutyl-3-phenyl-10H-pyrimido[4,5-b]1,7-naphthyridine-4,5-dione